C[C@]12[C@H](CC=3C=NNC3C1)C2 (4aS,5aR)-5a-methyl-1,4,4a,5,5a,6-hexahydrocyclopropa[f]indazol